3,3'-((octane-1,8-diylbis(sulfanediyl))bis(1-oxoisoindoline-4,2-diyl))bis(piperidine-2,6-dione) C(CCCCCCCSC1=C2CN(C(C2=CC=C1)=O)C1C(NC(CC1)=O)=O)SC1=C2CN(C(C2=CC=C1)=O)C1C(NC(CC1)=O)=O